melissyl-amine C(CCCCCCCCCCCCCCCCCCCCCCCCCCCCC)N